4-Amino-N-(cyclopropylmethyl)-8-(4-methoxy-3-pyridyl)-2-oxo-1H-quinoline-3-carboxamide NC1=C(C(NC2=C(C=CC=C12)C=1C=NC=CC1OC)=O)C(=O)NCC1CC1